Tert-butyl (3-(2-(4-(benzo[b]thiophen-4-yl)piperazin-1-yl)ethyl)cyclobutyl)carbamate S1C2=C(C=C1)C(=CC=C2)N2CCN(CC2)CCC2CC(C2)NC(OC(C)(C)C)=O